BrC=1C(=NN(C1)C1=CC2=C(OCCN2C(=O)OC(C)(C)C)C=C1)[N+](=O)[O-] tert-butyl 6-(4-bromo-3-nitro-1H-pyrazol-1-yl)-2,3-dihydro-4H-benzo[b][1,4]oxazine-4-carboxylate